C1(=CC=CC=C1)[Si](C=1C=C(C=CC1)C=1N=C(C(=NC1)C1=CC=CC=C1)C1=CC=CC=C1)(C1=CC(=CC=C1)B1OC(C(O1)(C)C)(C)C)C1=CC=CC=C1 5-(3-(diphenyl(3-(4,4,5,5-tetramethyl-1,3,2-dioxaborolan-2-yl)phenyl)silyl)phenyl)-2,3-diphenylpyrazine